(tert-butoxycarbonyl)alanine C(C)(C)(C)OC(=O)N[C@@H](C)C(=O)O